(S)-4-(7-bromo-4-((4-((6-ethylpyridin-3-yl)oxy)-3-methylphenyl)amino)pyrido[3,2-d]pyrimidin-6-yl)-2-(hydroxymethyl)piperazine-1-carboxylic acid tert-butyl ester C(C)(C)(C)OC(=O)N1[C@@H](CN(CC1)C=1C(=CC=2N=CN=C(C2N1)NC1=CC(=C(C=C1)OC=1C=NC(=CC1)CC)C)Br)CO